CN1C(=NC(=C1)C(F)(F)F)C1=CC=C(C=C1)C1(CC1)NC(OC(C)(C)C)=O tert-butyl (1-(4-(1-methyl-4-trifluoromethyl-1H-imidazol-2-yl)phenyl)cyclopropyl)carbamate